(trifluoromethyl)spiro[cyclopropane-1,3'-indoline]-7'-carboxylate FC(F)(F)OC(=O)C=1C=CC=C2C3(CNC12)CC3